2-methacryloxy-n-propylthio-5-ethylthio-1,3,4-thiadiazole C(C(=C)C)(=O)OC(CSC=1SC(=NN1)SCC)C